Cl.NCC1=CC(=CS1)C(=N)NC(N)=O 5-(aminomethyl)-N-carbamoylthiophene-3-carboxamidine hydrochloride